FC=1C(=NC(=NC1)N[C@H]1C[C@H](CCC1)C(=O)O)C1=CC(=CC=C1)N1C(C=CC=C1)=O (1S,3R)-3-((5-fluoro-4-(3-(2-oxopyridin-1(2H)-yl)phenyl)pyrimidin-2-yl)amino)cyclohexane-1-carboxylic acid